4-cyclopentyl-3,5-dimethoxybenzylphosphonate C1(CCCC1)C1=C(C=C(CP([O-])([O-])=O)C=C1OC)OC